4,5-dichloro-6-difluoromethyl-pyrimidine ClC1=NC=NC(=C1Cl)C(F)F